8-(4-((1R,2S)-6-(tert-butoxy)-2-phenyl-1,2,3,4-tetrahydronaphthalen-1-yl)phenyl)-3-(dimethoxymethyl)-1-oxa-8-azaspiro[4.5]decane C(C)(C)(C)OC=1C=C2CC[C@@H]([C@@H](C2=CC1)C1=CC=C(C=C1)N1CCC2(CC(CO2)C(OC)OC)CC1)C1=CC=CC=C1